BrC1=C(C=C(C=C1)C(F)F)F 1-bromo-4-(difluoromethyl)-2-fluorobenzene